ClC=1C=C(C=CC1OC)NC(CN(C(OC(C)(C)C)=O)C)=O tert-butyl (2-((3-chloro-4-methoxyphenyl)amino)-2-oxoethyl)(methyl)carbamate